1,1,1,3,3,3-hexafluoropropan-2-yl 1-(2-(4-(tert-butoxy)-4-oxobutoxy)-4-(trifluoromethyl)benzyl)-1,8-diazaspiro[4.5]decane-8-carboxylate C(C)(C)(C)OC(CCCOC1=C(CN2CCCC23CCN(CC3)C(=O)OC(C(F)(F)F)C(F)(F)F)C=CC(=C1)C(F)(F)F)=O